(R,E)-2-methyl-N-[1-[3-(1-piperidyl)-1,2,4-thiadiazol-5-yl]ethylidene]propane-2-sulfinamide CC(C)(C)[S@@](=O)/N=C(\C)/C1=NC(=NS1)N1CCCCC1